(2R)-1-[5-chloro-2-(2-fluoro-4-pyridinyl)-6-oxo-1H-pyrimidin-4-yl]pyrrolidine-2-carboxamide 4-hydroxy-2,6-diiodophenylacrylate OC1=CC(=C(C(=C1)I)OC(C=C)=O)I.ClC1=C(N=C(NC1=O)C1=CC(=NC=C1)F)N1[C@H](CCC1)C(=O)N